FC(C(=O)O)(F)F.ClC1=NNN=C1 4-chloro-2H-1,2,3-triazole trifluoroacetate